3-Amino-6-(3,3-difluoroazetidin-1-yl)-4-(7-fluoro-1H-indazol-4-yl)-1H-1,7-phenanthrolin-2-one NC=1C(NC2=C3C=CC=NC3=C(C=C2C1C1=C2C=NNC2=C(C=C1)F)N1CC(C1)(F)F)=O